3-(4-(3,4-difluoro-2-(trifluoromethyl)phenyl)piperidine-1-carbonyl)-1,4,5,7-tetrahydro-6H-pyrazolo[3,4-c]pyridine-6-carboxylic acid tert-butyl ester C(C)(C)(C)OC(=O)N1CC2=C(CC1)C(=NN2)C(=O)N2CCC(CC2)C2=C(C(=C(C=C2)F)F)C(F)(F)F